ClC1=CC=C(C=C1)C1C(C(OC1)=O)O (-)-4-(4-Chlorophenyl)-3-hydroxydihydrofuran-2(3H)-one